3'-fluoro-2,3,4'-trichlorobiphenyl FC=1C=C(C=CC1Cl)C1=C(C(=CC=C1)Cl)Cl